FC1=C(C(=O)NCC=2C=NC(=C(C2)F)OC)C=C(C=C1)C1=NC=CC=C1[C@@H](C)O |r| Racemic-2-fluoro-N-((5-fluoro-6-methoxypyridin-3-yl)methyl)-5-(3-(1-hydroxyethyl)pyridin-2-yl)benzamide